CS(=O)(=O)[O-].FCC(F)(F)F.[Li+] lithium tetrafluoroethane methanesulfonate